4-(3',5'-di-tert-butyl-4'-methoxyphenyl)-2-methyl-indenide C(C)(C)(C)C=1C=C(C=C(C1OC)C(C)(C)C)C1=C2C=C([CH-]C2=CC=C1)C